neopentyl propylene oxide acrylate C(C=C)(=O)O.C(C(C)(C)C)C1C(C)O1